CN1C(C(C=2C1=NC=C(C2)[N+](=O)[O-])=O)=O 1-methyl-5-nitro-1H-pyrrolo[2,3-b]pyridine-2,3-dione